FC(C=1C(=CNC(C1)=O)C(=O)N)F 4-(difluoromethyl)-6-oxo-1H-pyridine-3-carboxamide